BrC1=CC=C(C=C1)C1OCC1(C)C (4-bromophenyl)-3,3-dimethyloxetane